ClC1=CC(=CC=2N(C(=NC21)NC(CC(C)(C)C)=O)C2CCC2)C#N N-(4-chloro-6-cyano-1-cyclobutyl-1H-benzo[d]imidazol-2-yl)-3,3-dimethylbutanamide